N-[(2-methoxyphenyl)methyl]-2-[4-(4-methoxyphenyl)-2-oxo-benzopyran-7-yl]oxyacetamide COC1=C(C=CC=C1)CNC(COC1=CC2=C(C(=CC(O2)=O)C2=CC=C(C=C2)OC)C=C1)=O